N-(2,2-difluoropropyl)-5-(1,8-naphthyridin-3-yl)pyrrolo[2,1-f][1,2,4]triazin-2-amine FC(CNC1=NN2C(C=N1)=C(C=C2)C=2C=NC1=NC=CC=C1C2)(C)F